BrC1=CC=C(O1)C1=C(N=C2N1CCN(C2)C(C2=C(C=CC(=C2)CC2=NNC(C1=CC=CC=C21)=O)F)=O)CO [3-(5-bromofuran-2-yl)-7-(2-fluoro-5-((4-oxo-3,4-dihydro-phthalazin-1-yl)methyl)benzoyl)-5,6,7,8-tetrahydroimidazo[1,2-a]pyrazin-2-yl]methanol